1-(3,4-dimethyl-2-phenyl-2H-pyrazolo[3,4-d]pyridazin-7-yl)-N-(2-(pyrrolidin-1-yl)ethyl)piperidine-4-carboxamide CC=1N(N=C2C(=NN=C(C21)C)N2CCC(CC2)C(=O)NCCN2CCCC2)C2=CC=CC=C2